ethylenediaminetetraacetic acid, tetraammonium salt [NH4+].[NH4+].[NH4+].[NH4+].C(CN(CC(=O)[O-])CC(=O)[O-])N(CC(=O)[O-])CC(=O)[O-]